formaldehyde acetate (2-methoxyethyl-acetate) COCCCC(=O)O.C(C)(=O)O.C=O